6'-(((1S,3S)-3-((5-Methylpyrazin-2-yl)amino)cyclopentyl)amino)-2-oxo-2H-[1,3'-bipyridine]-5-carbonitrile CC=1N=CC(=NC1)N[C@@H]1C[C@H](CC1)NC1=CC=C(C=N1)N1C(C=CC(=C1)C#N)=O